OC(C)C=1N=C(NC1)C 1-hydroxyethyl-2-methylimidazole